C(C=C)(=O)NC=1C(=CC(=C(C1)NC1=NC=C(C(=N1)N1CC(C2=NC(=CC=C21)C)(C)C)C(=O)OC(C)C)O)N(C)CCN(C)C isopropyl 2-((5-acrylamido-4-((2-(dimethylamino)ethyl)(methyl)amino)-2-hydroxyphenyl)amino)-4-(3,3,5-trimethyl-2,3-dihydro-1H-pyrrolo[3,2-b]pyridin-1-yl)pyrimidine-5-carboxylate